tert-butyl 4-((3-aminopropyl)sulfonyl)piperazine-1-carboxylate NCCCS(=O)(=O)N1CCN(CC1)C(=O)OC(C)(C)C